The molecule is the (S)-enantiomer of 2-hydroxylauric acid. It is a 2-hydroxydodecanoic acid and a (2S)-2-hydroxy monocarboxylic acid. It is an enantiomer of a (R)-2-hydroxylauric acid. CCCCCCCCCC[C@@H](C(=O)O)O